N,N-dimethyl-3,5-dimethylpiperidinium methylsulfate COS(=O)(=O)[O-].C[N+]1(CC(CC(C1)C)C)C